N1C=CC=2C1=NC=CC2OC2=C(C=C(N)C=C2)Cl 4-((1H-pyrrolo[2,3-b]pyridin-4-yl)oxy)-3-chloroaniline